Cl.Cl.C1CC12NCCN(C2)C=2C=CC=1N(C(C=C(N1)C=1C=C(C=3N(N1)C=C(N3)C)C)=O)C2 7-(4,7-diazaspiro[2.5]oct-7-yl)-2-(2,8-dimethylimidazo[1,2-b]pyridazin-6-yl)pyrido[1,2-a]pyrimidin-4-one dihydrochloride